FC(C1=CC=C(C=C1)[B-](C1=CC=C(C=C1)C(F)(F)F)(C1=CC=C(C=C1)C(F)(F)F)C1=CC=C(C=C1)C(F)(F)F)(F)F.C(C)[NH+](CC)CC triethylammonium Tetrakis(p-trifluoromethylphenyl)borate